5-((6-(5-(((6-ethylpyrimidin-4-yl)oxy)methyl)-1-methyl-1H-1,2,3-triazole-4-yl)-2-methylpyridin-3-yl)oxy)octahydropentalene-1-carboxylic acid methyl ester COC(=O)C1CCC2CC(CC12)OC=1C(=NC(=CC1)C=1N=NN(C1COC1=NC=NC(=C1)CC)C)C